ClC1=C(C(=CC=C1)Cl)N1N=C(C(=C1)NC1=NC=C(N=C1)C(=O)N1C[C@@H](CC1)F)C(=O)N (R)-1-(2,6-dichlorophenyl)-4-((5-(3-fluoropyrrolidine-1-carbonyl)pyrazin-2-yl)amino)-1H-pyrazole-3-carboxamide